((((9H-fluoren-9-yl)methoxy)carbonyl(4-((4-((3-fluoro-2-(methylcarbamoyl)phenyl)amino)-5-(trifluoromethyl)pyrimidin-2-yl)amino)benzyl)amino)phenyl) piperidine-1-carboxylate N1(CCCCC1)C(=O)OC1=C(C=CC=C1)N(CC1=CC=C(C=C1)NC1=NC=C(C(=N1)NC1=C(C(=CC=C1)F)C(NC)=O)C(F)(F)F)C(=O)OCC1C2=CC=CC=C2C=2C=CC=CC12